tert-Butyl ((S)-1-(7-((S)-1-(((S)-2-amino-3,3,3-trifluoropropyl)amino)-2-cyclopropoxyethyl)imidazo[1,2-b]pyridazin-2-yl)-4,4,4-trifluoro-3,3-dimethylbutyl)carbamate N[C@@H](CN[C@H](COC1CC1)C1=CC=2N(N=C1)C=C(N2)[C@H](CC(C(F)(F)F)(C)C)NC(OC(C)(C)C)=O)C(F)(F)F